N-(2-((4-(2-((3,4-Dimethoxybenzyl)(pyridin-3-ylmethyl)amino)ethyl)phenyl)carbamoyl)-4,5-dimethoxyphenyl)-4-oxo-4H-chromene-2-carboxamide COC=1C=C(CN(CCC2=CC=C(C=C2)NC(=O)C2=C(C=C(C(=C2)OC)OC)NC(=O)C=2OC3=CC=CC=C3C(C2)=O)CC=2C=NC=CC2)C=CC1OC